CN1[C@@H]([C@H](CC1=O)C(NCCOCCOCCOCCC(=O)NC1CCC(CC1)C(=O)OC(C)(C)C)=O)C=1C=NC=CC1 tert-butyl (1s,4s)-4-(1-((2S,3S)-1-methyl-5-oxo-2-(pyridin-3-yl)pyrrolidin-3-yl)-1-oxo-5,8,11-trioxa-2-azatetradecan-14-amido)cyclohexane-1-carboxylate